acrylic acid tridecafluorooctyl ester FC(C(C(C(C(F)(F)OC(C=C)=O)(F)F)(F)F)(F)F)(CCC(F)(F)F)F